2-(5-ethyl-7-oxo-6-(piperazin-1-yl)-2-(2,5,6,7-tetrahydrooxepin-3-yl)-[1,2,4]triazolo[1,5-a]pyrimidin-4(7H)-yl)-N-(4-(pentafluoro-λ6-sulfaneyl)phenyl)acetamide C(C)C=1N(C=2N(C(C1N1CCNCC1)=O)N=C(N2)C=2COCCCC2)CC(=O)NC2=CC=C(C=C2)S(F)(F)(F)(F)F